COC1=CC=C(CN2CN=C(NC2)SCC2=C(C=CC=C2)CSC=2NCN(CN2)CC2=CC=C(C=C2)OC)C=C1 1,2-bis(((5-(4-methoxybenzyl)-1,4,5,6-tetrahydro-1,3,5-triazin-2-yl)thio)methyl)benzene